glycerol tris-iodoacetate IC(C(=O)OCC(O)CO)(I)I